dimethyl-2-t-butyl-phenylpropionate CCC(C(=O)[O-])(C1=C(C=CC=C1)C(C)(C)C)C